N[C@@H](CO)[C@@H](CCCC(=O)C1=CN=C2C(=N1)N(C(=C2)C(C)(C)C)C)CC(C)C (5S)-5-[(1R)-1-amino-2-hydroxy-ethyl]-1-(6-tert-butyl-5-methyl-pyrrolo[2,3-b]pyrazin-3-yl)-7-methyl-octan-1-one